1-(1-(2-methoxy-4-nitrophenyl)piperidine-4-yl)-4-methylpiperazine COC1=C(C=CC(=C1)[N+](=O)[O-])N1CCC(CC1)N1CCN(CC1)C